2-(3-methoxypyridin-4-yl)-1-(4-methylbenzene-1-sulfonyl)-3-phenyl-1H-pyrrolo[3,2-b]pyridine COC=1C=NC=CC1C1=C(C2=NC=CC=C2N1S(=O)(=O)C1=CC=C(C=C1)C)C1=CC=CC=C1